N1=CC=C(C=C1)C1=CC(=NN1)C(=O)N1CCC(CC1)C(=O)NC1CCC(CC1)C#N 1-[5-(pyridin-4-yl)-1H-pyrazole-3-carbonyl]-N-[(1s,4s)-4-cyanocyclohexyl]piperidine-4-carboxamide